CN(C)CC1=NC2=C(C=CC=C2C=C1)NS(=O)(=O)C1=CC=C(C=C1)OC N-(2-((Dimethylamino)methyl)quinolin-8-yl)-4-methoxybenzenesulfonamide